trimethyldecahydronaphthalen-2-ol CC1(C(C2CCCCC2CC1)(C)C)O